N[C@H]1CS(C2=C(N(C1=O)CC1=CC=C(C=C1)OC(C)C)C=C(C(=C2)F)C2=NOC(=N2)C2CN(CC(C2)(F)F)C)(=O)=O (3R)-3-amino-7-[5-(5,5-difluoro-1-methyl-3-piperidyl)-1,2,4-oxadiazol-3-yl]-8-fluoro-5-[(4-isopropoxyphenyl)methyl]-1,1-dioxo-2,3-dihydro-1λ6,5-benzothiazepin-4-one